C(#N)CC(=O)N1[C@H]2CN([C@@H](C1)C2)C2=C1C(=NC(=C2)NC(=O)C2CC2)NC=C1 N-(4-((1R,4R)-5-(2-cyanoacetyl)-2,5-diazabicyclo[2.2.1]hept-2-yl)-1H-pyrrolo[2,3-b]pyridin-6-yl)cyclopropylcarboxamide